FC=1C=NC(=NC1)C1=CC=CC=C1 2-(5-fluoropyrimidinyl)benzene